5-bromo-4-methylthiophene-2-carboxamide BrC1=C(C=C(S1)C(=O)N)C